[(1R,2R,3R,4R,5R)-3,4-bis(methoxymethoxy)-6,8-dioxabicyclo[3.2.1]octan-2-yl]4-methylbenzenesulfonate COCO[C@H]1[C@@H]([C@H]2CO[C@@H]([C@@H]1OCOC)O2)OS(=O)(=O)C2=CC=C(C=C2)C